4-amino-N-(4,6-bis(trifluoromethyl)pyrimidin-2-yl)benzenesulfonamide NC1=CC=C(C=C1)S(=O)(=O)NC1=NC(=CC(=N1)C(F)(F)F)C(F)(F)F